(2S,5S)-2-(1-(4-Bromophenyl)-3-(4-fluorophenyl)-1H-pyrazol-4-yl)-3-(4-ethoxyphenethyl)-5-methyloxazolidine BrC1=CC=C(C=C1)N1N=C(C(=C1)[C@@H]1O[C@H](CN1CCC1=CC=C(C=C1)OCC)C)C1=CC=C(C=C1)F